T-butyl-2-(6-fluoropyridin-3-yl)-4-oxo-6,7-dihydrothiazolo[5,4-c]pyridin C(C)(C)(C)C1CC2=C(C(N1)=O)SC(=N2)C=2C=NC(=CC2)F